C(C)(C)(C)OC(=O)N1[C@H](CCC1)COC1=CC=C(C=C1)C(C)(C)C1=CC=C(C=C1)O (R)-2-((4-(2-(4-hydroxybenzeneyl)propan-2-yl)phenoxy)methyl)pyrrolidine-1-carboxylic acid tert-butyl ester